SC1=C(C=CC=C1)B(O)O (2-Mercaptophenyl)boronic acid